2-{[(3-ethyl-5-fluoroimidazol-4-yl)methyl]sulfanyl}-3H,5H,6H,7H-cyclopenta[d]pyrimidin-4-one C(C)N1C=NC(=C1CSC=1NC(C2=C(N1)CCC2)=O)F